C[C@H]([C@@H](C(=O)O)N)O The molecule is an optically active form of threonine having L-configuration. It has a role as a nutraceutical, a micronutrient, a Saccharomyces cerevisiae metabolite, a plant metabolite, an Escherichia coli metabolite, a human metabolite, an algal metabolite and a mouse metabolite. It is an aspartate family amino acid, a proteinogenic amino acid, a threonine and a L-alpha-amino acid. It is a conjugate base of a L-threoninium. It is a conjugate acid of a L-threoninate. It is an enantiomer of a D-threonine. It is a tautomer of a L-threonine zwitterion.